C1=CCN2C3=C(C(=C12)C(C(=O)O)=O)C=CC=C3 3H-benzo[b]pyrrolizin-9-yl-(oxo)acetic acid